ClC1=C(C(=CC=C1)Cl)NC1=C(C=CC=C1)CC(=O)NNC1=NC=CC=C1 2-(2-((2,6-dichlorophenyl)amino)phenyl)-N'-(pyridine-2-yl)acethydrazide